N-(5-cyclopropyl-6-(4-ethynyl-2-hydroxyphenyl)pyridazin-3-yl)-2-(ethylamino)acetamide C1(CC1)C=1C=C(N=NC1C1=C(C=C(C=C1)C#C)O)NC(CNCC)=O